(1S,2S)-2-((1-(4-chloro-2-methoxyphenyl)pyrido[3,4-d]pyridazin-4-yl)amino)cyclopentan-1-ol ClC1=CC(=C(C=C1)C1=C2C(=C(N=N1)N[C@@H]1[C@H](CCC1)O)C=NC=C2)OC